C(#N)C=1C=C(CNC(C(C)C)=O)C=CC1C(F)F N-[3-cyano-4-(difluoromethyl)benzyl]isobutyramide